COC1=CC=C(C=C1)C=O (4-methoxyphenyl)methanone